FC1=C(C(=CC=C1)C)N1CCC(CC1)N1C(N(C=2C(C1)=CN(N2)C)CC2=C(C=CC=C2)C(C)C)=O 5-[1-(2-fluoro-6-methyl-phenyl)-piperidin-4-yl]-7-(2-isopropyl-benzyl)-2-methyl-2,4,5,7-tetrahydro-pyrazolo[3,4-d]pyrimidin-6-one